1-isopropyl-5-((2-(trimethylsilyl)ethoxy)methyl)-3,5-dihydro-4H-pyridazino[4,5-b]indol-4-one C(C)(C)C1=NNC(C=2N(C=3C=CC=CC3C21)COCC[Si](C)(C)C)=O